2-(6-Chloropyridazin-3-yl)-2-(o-methylphenyl)acetamide ClC1=CC=C(N=N1)C(C(=O)N)C1=C(C=CC=C1)C